C(CCCCCCCCCCCCCCC)OC(CC(C)C)C 1,3-dimethylbutyl hexadecyl ether